4-(6-(3-aminopyrrolidin-1-yl)pyridin-3-yl)-6-(2-hydroxy-2-methylpropoxy)pyrazolo[1,5-a]pyridine-3-carbonitrile bis(2,2,2-trifluoroacetate) FC(C(=O)O)(F)F.FC(C(=O)O)(F)F.NC1CN(CC1)C1=CC=C(C=N1)C=1C=2N(C=C(C1)OCC(C)(C)O)N=CC2C#N